CC(CCCCC)O.[Na] sodium 2-heptanol